gadolinium-2,2',2''-{10-[1-carboxy-4-{4-[2-(2-ethoxyethoxy)ethoxy] phenyl}butyl]-1,4,7,10-tetraazacyclododecane-1,4,7-triyl}tris(3-hydroxypropanoate) C(=O)(O)C(CCCC1=CC=C(C=C1)OCCOCCOCC)N1CCN(CCN(CCN(CC1)C(C(=O)[O-])CO)C(C(=O)[O-])CO)C(C(=O)[O-])CO.[Gd+3]